N[C@@]1(CCC2=C(C(=CC=C12)F)F)CO (R)-(1-amino-4,5-difluoro-2,3-dihydro-1H-inden-1-yl)methanol